6-(1-((4-chlorophenyl)carbamoyl)cyclopropyl)-2-azaspiro[3.3]heptane-2-carboxylic acid isopropyl ester C(C)(C)OC(=O)N1CC2(C1)CC(C2)C2(CC2)C(NC2=CC=C(C=C2)Cl)=O